CC1(CC2(C3=C(C(=CC=C13)OC)Br)CC(C1=CC=C(C(=C12)Br)OC)(C)C)C (R)-3,3,3',3'-tetramethyl-6,6'-dimethoxy-7,7'-dibromo-1,1'-spirobiindane